BrC=1C=C2C(=NC1)C(CC2)NC(C2=CC=CC=C2)=O N-[3-bromo-5h,6h,7h-cyclopenta[b]pyridin-7-yl]benzamide